4-(4-(4-(hydroxymethyl)phenyl)piperidin-1-yl)-2-(trifluoromethyl)benzonitrile OCC1=CC=C(C=C1)C1CCN(CC1)C1=CC(=C(C#N)C=C1)C(F)(F)F